6-(2-fluoropropane-2-yl)-N-(2-((R)-9-(pyridin-2-yl)-6-oxaspiro[4.5]decan-9-yl)ethyl)-5,6-dihydro-4H-pyrrolo[1,2-b]pyrazol-4-amine FC(C)(C)C1CC(C=2N1N=CC2)NCC[C@]2(CCOC1(CCCC1)C2)C2=NC=CC=C2